6-bromo-8-methoxy-2-(2,2,2-trifluoroethyl)-3,4-dihydroisoquinoline BrC=1C=C2CCN(CC2=C(C1)OC)CC(F)(F)F